3,4-DIHYDRO-1H-2-BENZOPYRAN-6-BORONIC ACID C1OCCC2=C1C=CC(=C2)B(O)O